N-(3,6-dimethyl-2,4-dioxo-1-(prop-2-yn-1-yl)-1,2,3,4-tetrahydropyrimidin-5-yl)ethenesulfonamide CN1C(N(C(=C(C1=O)NS(=O)(=O)C=C)C)CC#C)=O